ClC1=CC(=C(C=C1)COC1=CC=NN1C1CCN(CC1)CC=1N(C2=C(N1)C=CC(=C2)C(=O)OC)C[C@H]2OCC2)F methyl 2-[[4-[5-[(4-chloro-2-fluoro-phenyl)methoxy]pyrazol-1-yl]-1-piperidyl]methyl]-3-[[(2S)-oxetan-2-yl]methyl]benzimidazole-5-carboxylate